2,2-dimethyl-3-(piperazin-1-yl)propionic acid methyl ester COC(C(CN1CCNCC1)(C)C)=O